3-(oxetan-2-ylmethyl)-1H-indazole-5-carboxylic acid methyl ester COC(=O)C=1C=C2C(=NNC2=CC1)CC1OCC1